C(C)(C)(C)OC(=O)NC1=NC(=C(C(=N1)C=O)C(=O)OC)OC methyl 2-(tert-butoxycarbonylamino)-4-formyl-6-methoxy-pyrimidine-5-carboxylate